1-chloro-3,5-tetradecadiene ClCCC=CC=CCCCCCCCC